NC=1C(=C(C=CC1C1=CC=C(C=C1)O)O)N diamino-4,4'-biphenol